rac-4'-chloro-N-({2,5-dioxo-4-[3-(trifluoromethyl)pyridin-2-yl]imidazolidin-4-yl}methyl)-5-fluoro[biphenyl]-2-carboxamide ClC1=CC=C(C=C1)C=1C(=CC=C(C1)F)C(=O)NC[C@@]1(NC(NC1=O)=O)C1=NC=CC=C1C(F)(F)F |r|